benzyl (2-(2-((6-chlorohexyl)oxy)ethoxy)ethyl)carbamate ClCCCCCCOCCOCCNC(OCC1=CC=CC=C1)=O